BrC1=C(C(=CC=C1)F)NC(=O)C=1C(=NC(=NC1)NC1=CC(=C(C=C1)C1CCN(CC1)C)C)OC N-(2-bromo-6-fluorophenyl)-4-methoxy-2-((3-methyl-4-(1-methylpiperidin-4-yl)phenyl)amino)pyrimidine-5-carboxamide